CN(C1=CC2=C(C=CO2)C=C1)C 6-(dimethylamino)benzofuran